5-chloro-2-(2-chloropyrimidin-5-yl)benzaldehyde ClC=1C=CC(=C(C=O)C1)C=1C=NC(=NC1)Cl